C1(CCCC1)NC1=CC=C(C=C1)C1C(CC2C(N1)CCC2)C(=O)OC(C)(C)C tert-butyl 2-[4-(cyclopentylamino) phenyl]-2,3,4,4a,5,6,7,7a-octahydro-1H-cyclopenta[b]pyridine-3-carboxylate